C(C)(C)C1C2C=CC(C1C(C)C)C2 2,3-diisopropyl-5-norbornene